phosphonic acid hydroxyphenyl ester OC1=C(C=CC=C1)OP(O)=O